N(C)C[C@H](O)[C@@H](O)[C@H](O)[C@H](O)CO meglumine